(E)-N-(2-bromo-3-fluorophenyl)-3-ethoxy-N-methylacrylamide BrC1=C(C=CC=C1F)N(C(\C=C\OCC)=O)C